Cl.N1CCC(CC1)OC1=CC=C(C#N)C=C1 4-(piperidin-4-yloxy)benzonitrile HCl